C1(=CC=CC=C1)C(=C)C1=CC(=NO1)C(=O)OCC ethyl 5-(1-phenylvinyl)-1,2-oxazole-3-carboxylate